(R)-tert-butyl (1-(3-fluoro-5-(trifluoromethyl)pyridin-2-yl)piperidin-3-yl)carbamate FC=1C(=NC=C(C1)C(F)(F)F)N1C[C@@H](CCC1)NC(OC(C)(C)C)=O